C(C1=CC=CC=C1)(=O)OC=1CN(N(C1N)C1CCC1)C 5-amino-2-Methyl-(1-cyclobutyl-1H-pyrazol-4-yl) benzoate